ClC1=C(C=CC=C1NC1=NC=CC2=NC=CN=C21)C2=C(C(=CC=C2)C=2OC1=C(N2)C=C(C=C1C#N)CN1C[C@@H](CC1)C(=O)O)C (R)-1-((2-(2'-chloro-2-methyl-3'-(pyrido[4,3-b]pyrazin-5-ylamino)biphenyl-3-yl)-7-cyanobenzo[d]oxazol-5-yl)methyl)pyrrolidine-3-carboxylic acid